p-fluorophenyltri(dimethylsiloxy)silane FC1=CC=C(C=C1)[Si](O[SiH](C)C)(O[SiH](C)C)O[SiH](C)C